tin ethyl caproate C(CCCCC)(=O)OCC.[Sn]